Cl.CN1CCC(CC1)C1=CC=C(C=C1)C1=CC=C2CNC(C2=C1)=O 6-[4-(1-methyl-4-piperidinyl)phenyl]isoindolin-1-one, hydrochloride